diethylsilyl-bis(propylindenyl)zirconium difluoride [F-].[F-].C(C)[SiH](CC)[Zr+2](C1C(=CC2=CC=CC=C12)CCC)C1C(=CC2=CC=CC=C12)CCC